CC=1N(C2=C(C=CC=C2C1)C)C(=O)ON1C(CN(CC1)C(C)CC(F)(F)F)C1=CC=C(C=C1)C(=O)OC 2-(4-(methoxycarbonyl)phenyl)-4-(4,4,4-trifluorobutan-2-yl)piperazin-1-yl (methyl)-7-methyl-1H-indole-1-carboxylate